thiomorpholine-3-carboxamide hydrochloride Cl.N1C(CSCC1)C(=O)N